BrC=1C(=C(C=CC1F)C(CC(=O)O)(F)F)F 3-bromo-β,β,2,4-tetrafluoro-benzenepropanoic acid